methyl 1-methyl-2-oxo-1,2-dihydroquinoline-4-carboxylate CN1C(C=C(C2=CC=CC=C12)C(=O)OC)=O